[I-].[I-].CC1=C(C(=C(C1(C)[Zr+2]C1C(=CC2=CC=CC=C12)CC)C)C)C (pentamethylcyclopentadienyl)(2-ethylindenyl)zirconium diiodide